ClC1=C(C#N)C=CC(=C1)N1CC2(C[C@@H]1C)CCN(CC2)C2=CC(=C(C=C2)C(=O)N2CCC(CC2)CN2CCN(CC2)C2=CC(=CC=C2)NC2C(NC(CC2)=O)=O)F 2-Chloro-4-((3S)-8-(4-(4-((4-(3-((2,6-dioxopiperidin-3-yl)amino)phenyl)piperazine-1-yl)methyl)piperidine-1-carbonyl)-3-fluorophenyl)-3-methyl-2,8-diazaspiro[4.5]dec-2-yl)benzonitrile